Ethyl (3S)-3-amino-3-(5-cyclopropyl-2,4,4'-trifluoro-2'-(hex-5-en-1-yl)-6'-methyl-[1,1'-biphenyl]-3-yl)propanoate N[C@@H](CC(=O)OCC)C=1C(=C(C=C(C1F)C1CC1)C1=C(C=C(C=C1C)F)CCCCC=C)F